1H-pyrazole-3,4-dicarboxamide N1N=C(C(=C1)C(=O)N)C(=O)N